[N+](=[N-])=CC(CC[C@@H](C(=O)OC(C)C)NC([C@H](C1=CC=CC=C1)S(=O)C)=O)=O isopropyl (2S)-6-diazo-2-((2S)-2-(methylsulfinyl)-2-phenylacetamido)-5-oxohexanoate